2,2'-(4',6'-bis(3-(10-methylphenazin-5(10H)-yl)phenyl)-[1,1':3',1''-terphenyl]-4,4''-diyl)bis(benzo[d]oxazole) CN1C2=CC=CC=C2N(C=2C=CC=CC12)C=1C=C(C=CC1)C1=C(C=C(C(=C1)C1=CC(=CC=C1)N1C=2C=CC=CC2N(C2=CC=CC=C12)C)C1=CC=C(C=C1)C=1OC2=C(N1)C=CC=C2)C2=CC=C(C=C2)C=2OC1=C(N2)C=CC=C1